Cl.S(O)(O)(=O)=O sulfuric acid, hydrochloride